ClC=1C=2CCCCC2N=C2C=C(C=CC12)C(=O)NCCCN(CCC)CCC 9-chloro-N-(3-(dipropylamino)propyl)-5,6,7,8-tetrahydroacridine-3-carboxamide